ClC1=C(C=CC=C1)[C@@H](C)OC(=O)NC1=C(N=NN1C)C1CCN(CC1)C1=CC=C(C=C1)C1(CC1)C(=O)O (4-{4-[5-({[(1R)-1-(2-chlorophenyl)ethoxy]carbonyl}amino)-1-methyl-1H-1,2,3-triazol-4-yl]piperidin-1-yl}phenyl)cyclopropane-1-carboxylic acid